N-((1,2,3,5,6,7-Hexahydro-s-indacen-4-yl)carbamoyl)-1-neopentylazetidine-3-sulfonamide, potassium salt [K].C1CCC2=C(C=3CCCC3C=C12)NC(=O)NS(=O)(=O)C1CN(C1)CC(C)(C)C